tert-butyl 4-((6-(2-allyl-6-(methylthio)-3-oxo-2,3-dihydro-1H-pyrazolo[3,4-d]pyrimidin-1-yl)pyridin-2-yl)oxy)-2,2-dimethylpiperidine-1-carboxylate C(C=C)N1N(C2=NC(=NC=C2C1=O)SC)C1=CC=CC(=N1)OC1CC(N(CC1)C(=O)OC(C)(C)C)(C)C